FC1=C(C=C(C=C1)F)C(C(CC#C)NC(OC(C)(C)C)=O)=O tert-butyl (1-(2,5-difluorophenyl)-1-oxopent-4-yn-2-yl)carbamate